C(#N)[C@H](CC1=CC=C(C=C1)C=1C=CC2=C(N(C(O2)=O)C)C1)NC(=O)[C@H]1OCCCN(C1)C1COC1 (2S)-N-[(1S)-1-cyano-2-[4-(3-methyl-2-oxo-1,3-benzoxazol-5-yl)phenyl]ethyl]-4-(oxetan-3-yl)-1,4-oxazepane-2-carboxamide